5-(3-((tert-butoxycarbonyl)(cyclobutyl)amino)propyl)-2-methoxybenzoic acid C(C)(C)(C)OC(=O)N(CCCC=1C=CC(=C(C(=O)O)C1)OC)C1CCC1